tert-butyl (3-bromo-5,6,7,8-tetrahydropyrazolo[5,1-b][1,3]oxazepin-7-yl)carbamate BrC=1C=NN2C1OCCC(C2)NC(OC(C)(C)C)=O